2-bromo-1-(1-(tetrahydro-2H-pyran-2-yl)-1H-indazol-5-yl)ethan-1-one BrCC(=O)C=1C=C2C=NN(C2=CC1)C1OCCCC1